O[C@@H](CONC(C1=C(C(=C(C=C1)F)F)NC1=C(C=C(C=C1)I)F)=O)CO N-(((2R)-2,3-dihydroxypropyl)oxy)-3,4-difluoro-2-((2-fluoro-4-iodophenyl)amino)benzamide